The molecule is a linear seventeen-membered polypeptide comprising the sequence Glu-Asn-Pro-Val-Val-His-Phe-Phe-Tyr-Asn-Ile-Val-Thr-Pro-Arg-Thr-Pro. Corresponds to the sequence of the myelin basic protein 83-99 (MBP83-99) immunodominant epitope with the lysyl residue at position 91 replaced by tyrosyl [MBP83-99(Y(91))]. It has a role as an epitope. CCC(C)[C@@H](C(=O)N[C@@H](C(C)C)C(=O)N[C@@H](C(C)O)C(=O)N1CCC[C@H]1C(=O)N[C@@H](CCCNC(=N)N)C(=O)N[C@@H](C(C)O)C(=O)N2CCC[C@H]2C(=O)O)NC(=O)[C@H](CC(=O)N)NC(=O)[C@H](CC3=CC=C(C=C3)O)NC(=O)[C@H](CC4=CC=CC=C4)NC(=O)[C@H](CC5=CC=CC=C5)NC(=O)[C@H](CC6=CNC=N6)NC(=O)[C@H](C(C)C)NC(=O)[C@H](C(C)C)NC(=O)[C@@H]7CCCN7C(=O)[C@H](CC(=O)N)NC(=O)[C@H](CCC(=O)N)N